camphoramide C(C1(C)C(C)(C)C(C(=O)N)CC1)(=O)N